COC1=C(NCC#CC=2C=C(C3=C(N(C=N3)CC(F)(F)F)C2)C(=O)NC2C(CN(CC2C)C)C)C=CC(=C1)C(NC)=O 6-[3-[2-Methoxy-4-(methylcarbamoyl)anilino]prop-1-ynyl]-1-(2,2,2-trifluoroethyl)-N-(1,3,5-trimethyl-4-piperidyl)benzimidazole-4-carboxamide